FC1(CN(CCC1N1CCN(CC1)C1=CC=C(C=C1)[N+](=O)[O-])C(=O)OC(C)(C)C)F Tert-butyl 3,3-difluoro-4-[4-(4-nitrophenyl)piperazin-1-yl]piperidine-1-carboxylate